ONCOC(=O)C1=NN(C=C1)C (hydroxyaminomethyl)-1-methyl-1H-pyrazole-3-carboxylate